COCCCC[Sn](C)(C)C 4-methoxybutyl-trimethyl-tin